NC1=CC=C(C=C1)C1=C2C=CC(C(=C3C=CC(=C(C=4C=CC(=C(C5=CC=C1N5)C5=CC=C(C=C5)N)N4)C4=CC=C(C=C4)N)N3)C3=CC=C(C=C3)N)=N2.[Ni+2] nickel (II) tetra(4-aminophenyl)porphyrin